N[C@H]1CC[C@H](CC1)OC=1C=CC2=C(\C(\C(C=3C(=NC=NC23)N)(C)C)=N/OCCOCC(F)(F)F)C1 (6Z)-8-(cis-4-aminocyclohexoxy)-5,5-dimethyl-6-[2-(2,2,2-trifluoroethoxy)ethoxyimino]benzo[h]quinazolin-4-amine